6-(1-(8-isobutyl-8-azabicyclo[3.2.1]octan-3-yl)piperidin-4-yl)-1,4-dimethyl-2-(4-(methylsulfonyl)phenyl)-1H-pyrrolo[3,2-c]pyridine C(C(C)C)N1C2CC(CC1CC2)N2CCC(CC2)C2=CC1=C(C(=N2)C)C=C(N1C)C1=CC=C(C=C1)S(=O)(=O)C